chloroethyl propyl carbonate C(OCCCl)(OCCC)=O